C1(CCC1)C1=NC(=NN1)NC(=S)N N-(5-Cyclobutyl-1H-1,2,4-Triazol-3-Yl)Thiourea